C(C)(C)(C)C1=NOC(=N1)C(=O)N[C@H](C)C1=C(C=C(C=C1)C=1C2=C(N=CN1)NC(=C2)C2=NC=C(C=C2)C2(CNC2)F)C (R)-3-(tert-butyl)-N-(1-(4-(6-(5-(3-fluoroazetidin-3-yl)pyridin-2-yl)-7H-pyrrolo[2,3-d]pyrimidin-4-yl)-2-methylphenyl)ethyl)-1,2,4-oxadiazole-5-carboxamide